C(N)(OC1=NC=C(C(=C1F)C(CBr)=O)C)=O (methyl 4-(2-bromoacetyl)-3-fluoropyridin-2-yl) carbamate